4-[m-bromo-p-N,N-bis(ethoxycarbonylmethyl)aminophenyl]-2,6-bis(trichloromethyl)-s-triazine BrC=1C=C(C=CC1N(CC(=O)OCC)CC(=O)OCC)C1=NC(=NC(=N1)C(Cl)(Cl)Cl)C(Cl)(Cl)Cl